2-((1S,2S)-2-(3-chlorophenyl)cyclopropyl)-1H-benzo[d]imidazol-7-amine ClC=1C=C(C=CC1)[C@@H]1[C@H](C1)C1=NC2=C(N1)C(=CC=C2)N